4-(6-chloro-3-oxo-2,3-dihydropyridazin-4-yl)-N-(5-(5-cyano-6-methylpicolinoyl)-5,6-dihydro-4H-pyrrolo[3,4-d]thiazol-2-yl)-6-methylnicotinamide ClC=1C=C(C(NN1)=O)C1=CC(=NC=C1C(=O)NC=1SC2=C(N1)CN(C2)C(C2=NC(=C(C=C2)C#N)C)=O)C